(S)-2-((4-((2-hydroxy-1-phenylethyl)amino)-5-(3-(pyridin-3-yl)-1,2,4-oxadiazol-5-yl)pyrimidin-2-yl)amino)-6,7-dihydro-5H-pyrrolo[3,4-b]pyridin-5-one OC[C@H](C1=CC=CC=C1)NC1=NC(=NC=C1C1=NC(=NO1)C=1C=NC=CC1)NC1=CC=C2C(=N1)CNC2=O